COC=1C(=CC2=CC=CC(=C2C1)OC[C@H]1NC([C@@H](C1)OC)=O)C(=O)N 3-methoxy-5-{[(2S,4R)-4-methoxy-5-oxopyrrolidin-2-yl]methoxy}naphthalene-2-carboxamide